4-((2-methoxy-3-(1-methyl-1H-1,2,4-triazol-3-yl)phenyl)amino)-5-propanoylpyridin COC1=C(C=CC=C1C1=NN(C=N1)C)NC1=CC=NC=C1C(CC)=O